N-[4-(1-butyl-5-methyl-6-oxopyridin-3-yl)-5-(2,4-difluorophenoxy)pyrimidin-2-yl]ethanesulfonamide C(CCC)N1C=C(C=C(C1=O)C)C1=NC(=NC=C1OC1=C(C=C(C=C1)F)F)NS(=O)(=O)CC